ClC=1C=CC(=C(C1)C1=CC(=C(N=N1)C)NC1=CC(=NC=C1)NC(CCN1CCS(CC1)(=O)=O)=O)F N-(4-{[6-(5-chloro-2-fluorophenyl)-3-methylpyridazin-4-yl]amino}pyridin-2-yl)-3-(1,1-dioxo-1λ6-thiomorpholin-4-yl)propanamide